5-(2-fluoro-6-hydroxy-3-(5-(1-(isobutylamino)cyclopropyl)-1-methyl-1H-pyrazol-3-yl)phenyl)-1,2,5-thiadiazolidin-3-one 1,1-dioxide FC1=C(C(=CC=C1C1=NN(C(=C1)C1(CC1)NCC(C)C)C)O)N1CC(NS1(=O)=O)=O